2-bromo-2-methyl-propanoyl bromide BrC(C(=O)Br)(C)C